4-(5'-Fluoro-2-methoxyphenyl)-8-methoxyquinoline FC=1C=CC(=C(C1)C1=CC=NC2=C(C=CC=C12)OC)OC